BrCC(=O)C=1C(=NC=CC1)C(=O)N (2-bromoacetyl)pyridinecarboxamide